(R)-(1,3-dimethyl-azetidin-3-yl)-(4-ethyl-phenyl)-[5-(6-oxa-3-aza-bicyclo[3.1.1]hept-3-yl)-pyridin-3-yl]-methanol CN1CC(C1)(C)[C@@](O)(C=1C=NC=C(C1)N1CC2OC(C1)C2)C2=CC=C(C=C2)CC